OC=1C=C(C=NC1)C(=O)NCCCCCCC(=O)O 7-[(5-hydroxypyridine-3-carbonyl)-amino]-heptanoic acid